1-(3-(tert-butyl)-1-phenyl-1H-pyrazol-5-yl)-3-(4-((3-cyclopropyl-1H-pyrrolo[2,3-b]pyridin-4-yl)oxy)-2-fluorophenyl)urea C(C)(C)(C)C1=NN(C(=C1)NC(=O)NC1=C(C=C(C=C1)OC1=C2C(=NC=C1)NC=C2C2CC2)F)C2=CC=CC=C2